C1(=CC=CC=2OC3=C(C21)C=CC=C3)C3=CC=CC=2C1=CC=CC=C1NC32 (dibenzofuranyl)carbazole